C(C)(C)C1=C(CNC2CC2)C=C(C=C1)C N-(2-isopropyl-5-methylbenzyl)cyclopropylamine